1,3-bis(1,1-dimethylethyl)-Benzene CC(C)(C)C1=CC(=CC=C1)C(C)(C)C